2-Chloro-5-pyrimidinol ClC1=NC=C(C=N1)O